r-Butadiene C=CC=C